C(C)[C@@H]([C@H](C)OCC1=CC=CC=C1)NNC=O 2-[(1S,2S)-1-ethyl-2-benzyloxypropyl]hydrazinecarboxaldehyde